COC1=C(C=CC=C1)C1=NOC(=C1)C(F)(F)F 3-(2-methoxyphenyl)-5-(trifluoromethyl)isoxazole